C(C)(C)(C)P(CC=1C(=CC=CC1)CP(C(C)(C)C)C(C)(C)C)C(C)(C)C α,α'-bis(di-tert-butylphosphino)-o-xylene